(R)-1-(1-acryloylpyrrolidin-3-yl)-3-(3-(3-chloro-2-fluorophenoxy)phenyl)-1,3-dihydro-2H-imidazo[4,5-c]pyridin-2-one C(C=C)(=O)N1C[C@@H](CC1)N1C(N(C=2C=NC=CC21)C2=CC(=CC=C2)OC2=C(C(=CC=C2)Cl)F)=O